4-bromo-2-(bromomethyl)-1-chloro-benzene BrC1=CC(=C(C=C1)Cl)CBr